N12CCCC(CC1)C2C(=O)OC(C)(C)C tert-butyl azabicyclo[3.2.1]octane-8-carboxylate